5,5-dimethyl-2-cyclopenten-1-ol CC1(CC=CC1O)C